BrC1=CC2=C(C=3N(CCO2)C=C(N3)N3C(CN(CC3C(F)F)C)=O)C=C1 1-(9-bromo-5,6-dihydrobenzo[f]imidazo[1,2-d][1,4]oxazepin-2-yl)-6-(difluoromethyl)-4-methylpiperazin-2-one